FC(C1=NN(C(=C1)C(F)F)CC(=O)N1CCC(CC1)C=1SC=C(N1)C1=NOC(C1)C1=C(C=CC=C1OCC#C)F)F 2-[3,5-bis(difluoromethyl)-1H-pyrazol-1-yl]-1-[4-(4-{5-[2-Fluoro-6-(prop-2-yn-1-yloxy)phenyl]-4,5-dihydro-1,2-oxazol-3-yl}-1,3-thiazol-2-yl)piperidin-1-yl]ethanone